FC1=CC(=C(C=C1)N1CN(C(C2=C1N=C(C=C2)C(F)(F)F)=O)C2=C(NC(C=C2)=O)C)C(C)C 1-(4-fluoro-2-isopropylphenyl)-3-(2-methyl-6-oxo-1,6-dihydropyridin-3-yl)-7-(trifluoromethyl)-2,3-dihydropyrido[2,3-d]pyrimidin-4(1H)-one